N-[(2E)-3-({[1,1'-biphenyl]-4-yl}(imino)oxo-λ6-sulfanyl)prop-2-en-1-yl]-2-oxo-1,2,5,6,7,8-hexahydroquinoline-3-carboxamide C1(=CC=C(C=C1)S(/C=C/CNC(=O)C=1C(NC=2CCCCC2C1)=O)(=O)=N)C1=CC=CC=C1